ClC1=C(C(=CC=C1)Cl)C1=NOC(=C1CO)C(C)C 3-(2,6-dichlorophenyl)-4-hydroxymethyl-5-isopropylisoxazole